6-(2-chloro-5-methoxy-phenyl)-3-[5-(3-morpholino-3-oxo-propyl)-3-pyridyl]-1H-thieno[3,2-d]pyrimidine-2,4-dione ClC1=C(C=C(C=C1)OC)C1=CC=2NC(N(C(C2S1)=O)C=1C=NC=C(C1)CCC(=O)N1CCOCC1)=O